ethyl (S)-3-amino-3-(3'-chlorobiphenyl-3-yl)propanoate N[C@@H](CC(=O)OCC)C=1C=C(C=CC1)C1=CC(=CC=C1)Cl